trans-3-((S)-2-(4-((6-chloro-1H-pyrrolo[3,2-b]pyridin-1-yl)methyl)cyclohexane-1-carbonyl)isoxazolidin-3-yl)-5-fluorobenzonitrile ClC=1C=C2C(=NC1)C=CN2C[C@@H]2CC[C@H](CC2)C(=O)N2OCC[C@H]2C=2C=C(C#N)C=C(C2)F